OCCOC1=C(C(=NC(=N1)C1=CC(=NC=C1)C1=NN=NN1)NS(=O)(=O)C1=NC=C(C=C1)C)OC1=C(C=CC=C1)OC 5-methyl-pyridine-2-sulfonic acid N-{6-(2-hydroxy-ethoxy)-5-(2-methoxy-phenoxy)-2-[2-(1H-tetrazol-5-yl)-pyridin-4-yl]-pyrimidin-4-yl}-amide